S(=O)(=O)(O)C(S(=O)(=O)O)S(=O)(=O)O trisulphomethane